FC1=C(C=CC(=C1)OCCOC)C1=NC(=C2C(=N1)N(N=C2)C2=CC=C(C=C2)F)NC(=O)C=2SC(=CC2)[N+](=O)[O-] N-(6-(2-fluoro-4-(2-methoxyethoxy)phenyl)-1-(4-fluorophenyl)-1H-pyrazolo[3,4-d]pyrimidin-4-yl)-5-nitrothiophene-2-carboxamide